FC1=CC2=C(C(=NO2)C2CCN(CC2)C(=O)C=2C=CC3=C(NC(CO3)=O)C2)C=C1 6-[4-(6-fluoro-1,2-benzoxazol-3-yl)piperidine-1-carbonyl]-4H-1,4-benzoxazin-3-one